N1(CCNCCC1)C=1C2=C(N=C(N1)OC[C@H]1N(CCC1)C)C(=C(N=C2)C2=CC(=CC1=CC=CC=C21)O)F (S)-4-(4-(1,4-diazepan-1-yl)-8-fluoro-2-((1-methylpyrrolidin-2-yl)methoxy)pyrido[4,3-d]pyrimidin-7-yl)naphthalen-2-ol